tert-butyl (8-(5-bromooxazol-2-carbonyl)-8-azabicyclo[3.2.1]octane-3-yl)carbamate BrC1=CN=C(O1)C(=O)N1C2CC(CC1CC2)NC(OC(C)(C)C)=O